tert-butyl ((S)-5-methyl-2-oxo-1-(N-(((S)-2-oxopyrrolidin-3-yl)methyl)acrylamido)hexan-3-yl)carbamate CC(C[C@@H](C(CN(C(C=C)=O)C[C@H]1C(NCC1)=O)=O)NC(OC(C)(C)C)=O)C